C1(=CC=CC=C1)N1C[C@H](CC1)CN1C[C@@H](C([C@@H](C1)O)O)O (3S,4R,5R)-1-(((R)-1-phenylpyrrolidin-3-yl)methyl)piperidine-3,4,5-triol